C(C(=O)C)N1C(N([C@@H](C1)C(=O)N(C)C1=CC(=C(C=C1)F)Cl)C1=NC(=CC(=C1)C(F)(F)F)C)=O (4S)-1-acetonyl-N-(3-chloro-4-fluoro-phenyl)-N-methyl-3-[6-methyl-4-(trifluoromethyl)-2-pyridinyl]-2-oxo-imidazolidine-4-carboxamide